2-palmitoyl-glycero-3-phosphorylcholine C(CCCCCCCCCCCCCCC)(=O)OC(CO)COP(=O)(O)OCC[N+](C)(C)C